(R)-N-(6-methyl-2-(2-methylmorpholino)pyrimidin-4-yl)-6-((3-methyloxetan-3-yl)amino)-2-(6-azaspiro[2.5]octan-6-yl)nicotinamide CC1=CC(=NC(=N1)N1C[C@H](OCC1)C)NC(C1=C(N=C(C=C1)NC1(COC1)C)N1CCC2(CC2)CC1)=O